N'-(2-fluoro-4-(trifluoromethyl)benzyl)-N-methylcyclopropanecarbohydrazide FC1=C(CNN(C(=O)C2CC2)C)C=CC(=C1)C(F)(F)F